S(=O)(=O)(O)O.COC1=C2CCOC(C2=CC=C1)C=1NCCN1 2-(5-methoxyisochroman-1-yl)-4,5-dihydro-1H-imidazole sulfate salt